CN1CC(CCC1)C#CC1=CC(=CC=C1)B1OC(C(O1)(C)C)(C)C 1-methyl-3-((3-(4,4,5,5-tetramethyl-1,3,2-dioxaborolan-2-yl)phenyl)ethynyl)piperidine